N1C[C@H](CCC1)NC1=NC=C(C(=N1)C1=CNC2=CC(=CC=C12)C1=NNC=N1)C(F)(F)F N-[(3S)-3-piperidyl]-4-[6-(1H-1,2,4-triazol-3-yl)-1H-indol-3-yl]-5-(trifluoromethyl)pyrimidin-2-amine